1-((1-acetylpiperidin-4-yl)methyl)-4-chloro-N-(3-fluoro-5-(phenylethynyl)pyridin-2-yl)-1H-pyrazole-5-carboxamide C(C)(=O)N1CCC(CC1)CN1N=CC(=C1C(=O)NC1=NC=C(C=C1F)C#CC1=CC=CC=C1)Cl